C1(CC1)C1=NN(C(=C1OC(F)F)C(=O)O)CC1CCOCC1 3-cyclopropyl-4-(difluoromethoxy)-1-((tetrahydro-2H-pyran-4-yl)methyl)-1H-pyrazole-5-carboxylic acid